FC1=CC=C(C=C1)C1=NN(C=C1C=1C2=C(N=CN1)C=C(C(=N2)NCC2=CC=C(C=C2)OC)OC)C 4-[3-(4-fluorophenyl)-1-methyl-1H-pyrazol-4-yl]-7-methoxy-N-[(4-methoxyphenyl)methyl]pyrido[3,2-d]pyrimidin-6-amine